IC(C(=O)OC(C(CC)I)=O)CC iodobutyric acid anhydride